N-butyl-N-(4-(2-ethylhydrazine-1-carbonyl)benzyl)benzamide C(CCC)N(C(C1=CC=CC=C1)=O)CC1=CC=C(C=C1)C(=O)NNCC